phenylpropanal C[C@H]([C@H](C1=CC=CC=C1)O)N